4-amino-7-(3-methylpropyloxy)coumarin NC1=CC(OC2=CC(=CC=C12)OCCCC)=O